NCCNC1=NC2=C(C=3C=C(C(=CC13)F)F)C(COC2)N(C(=O)NC2=CC(=C(C=C2)F)C(F)F)C 1-(6-((2-aminoethyl)amino)-8,9-difluoro-1,4-dihydro-2H-pyrano[3,4-c]isoquinolin-1-yl)-3-(3-(difluoromethyl)-4-fluorophenyl)-1-methylurea